ortho-cresyl phosphite P(OC1=C(C=CC=C1)C)([O-])[O-]